C(C)(C)(C)N(C(C)(C)C)C1=CC=C(C=C1)C(=C)C1=CC=C(C=C1)[SiH](C)C 1-[4-(N,N-di-tert-butylamino)phenyl]-1-(4'-dimethylsilylphenyl)ethene